1-methyl-3-((2-phenylcyclopropyl)methyl)quinolin-2(1H)-one CN1C(C(=CC2=CC=CC=C12)CC1C(C1)C1=CC=CC=C1)=O